(hexahydropyrrolo[3,4-c]pyrrol-2(1H)-yl)(5-(3-isopropyl-2-(1H-pyrazolo[3,4-b]pyridin-4-yl)-1H-indol-5-yl)-1,3,4-oxadiazol-2-yl)methanone C1N(CC2C1CNC2)C(=O)C=2OC(=NN2)C=2C=C1C(=C(NC1=CC2)C2=C1C(=NC=C2)NN=C1)C(C)C